[1-(pyridin-2-ylmethyl)-1H-indole-3-carbonyl]glycine N1=C(C=CC=C1)CN1C=C(C2=CC=CC=C12)C(=O)NCC(=O)O